C(#N)C=1C=NN2C1C(=CC(=C2)C=2C=NN(C2C)C2CN(C2)[C@H]2CN(CC2)C(=O)OC(C)(C)C)OS(=O)(=O)C(F)(F)F tert-Butyl (3R)-3-(3-(4-(3-cyano-4-(((trifluoromethyl)sulfonyl)oxy)pyrazolo[1,5-a]pyridin-6-yl)-5-methyl-1H-pyrazol-1-yl)azetidin-1-yl)pyrrolidine-1-carboxylate